2-Hydroxy-2-methyl-1-(4-tert-butyl)phenylpropan-1-one CC(C)(C)C1=CC=C(C=C1)C(=O)C(C)(C)O